CC(C)(C)OC(=O)N1CC([C@@H](CC1)O)(F)F (4R)-3,3-difluoro-4-hydroxypiperidin-1-carboxylic acid 2-methylpropan-2-yl ester